C[C@H]1C([C@@H](CC1)C)(CCC1([C@@H](CC[C@H]1C)C)P(=O)=O)P(=O)=O 1,2-bis[(2R,5R)-2,5-dimethylphosphocyclopentyl]Ethane